(S)-2-benzyloxy-3-pentanone C(C1=CC=CC=C1)O[C@@H](C)C(CC)=O